ClC1=CC2=C(N=C(N=C2)NC2=C(C=C(C=C2)S(=O)(=O)Cl)C)N(C1=O)C1CCCC1 4-((6-chloro-8-cyclopentyl-7-oxo-7,8-dihydropyrido[2,3-d]pyrimidin-2-yl)amino)-3-methylbenzene-1-sulfonyl chloride